4'-(2-amino-2-oxoethyl)-5-(4-(4-(trifluoromethyl)phenyl)-1H-1,2,3-triazol-1-yl)-[1,1'-biphenyl]-3-carboxylic acid methyl ester COC(=O)C=1C=C(C=C(C1)N1N=NC(=C1)C1=CC=C(C=C1)C(F)(F)F)C1=CC=C(C=C1)CC(=O)N